3-(2-(dimethylamino)ethyl)-1H-indole-1-carboxylic acid 2-methoxyethyl ester formate C(=O)O.COCCOC(=O)N1C=C(C2=CC=CC=C12)CCN(C)C